trans-2,2-difluoro-N-(1-(1-(1-(cyclopropanecarbonyl)piperidin-4-yl)-1H-indazol-5-yl)-5-oxo-2-phenylpyrrolidin-3-yl)propanamide FC(C(=O)N[C@H]1[C@@H](N(C(C1)=O)C=1C=C2C=NN(C2=CC1)C1CCN(CC1)C(=O)C1CC1)C1=CC=CC=C1)(C)F